thiophene-2,5-dicarbonyl difluoride S1C(=CC=C1C(=O)F)C(=O)F